tert-butyl 3-((2-(trifluoromethyl)phenoxy)methyl)azetidine-1-carboxylate FC(C1=C(OCC2CN(C2)C(=O)OC(C)(C)C)C=CC=C1)(F)F